N6-(tert-butoxycarbonyl)-N2-((6-(4-(2-(methylthio)pyrimidin-5-yl)-1H-1,2,3-triazol-1-yl)hexanoyl)-L-valinyl)-L-lysine C(C)(C)(C)OC(=O)NCCCC[C@H](NC([C@@H](NC(CCCCCN1N=NC(=C1)C=1C=NC(=NC1)SC)=O)C(C)C)=O)C(=O)O